CC1(CC1)NC(O[C@@H]1C[C@@H](CC1)N1N=C(N=C1)NC(CC1=CC(=NO1)C)=O)=O Cis-3-(3-(2-(3-methylisoxazol-5-yl)acetamido)-1H-1,2,4-triazol-1-yl)cyclopentyl (1-methyl cyclopropyl)carbamate